3-ethoxy-4-((6-(4-methoxyphenyl)-4-methylhex-3-en-1-yl)oxy)benzaldehyde C(C)OC=1C=C(C=O)C=CC1OCCC=C(CCC1=CC=C(C=C1)OC)C